3-(3-bromophenyl)propionyl-hydrazine BrC=1C=C(C=CC1)CCC(=O)NN